BrC1=C(C=CC=C1)C1=CC=2C(C3=CC=CC=C3C2C=C1)(C)C 2-(2-bromophenyl)-9,9-dimethyl-9H-fluorene